N1=C(C=CC=C1)C1(N=NN=N1)C(=O)O 5-pyridinyl-tetrazol-ic acid